OCCOC1=C(C2=CC=C(C=C2C=C1)C=1C2=CC=CC=C2C=2C=CC=CC2C1)C1=C(C=CC2=CC(=CC=C12)C=1C2=CC=CC=C2C=2C=CC=CC2C1)OCCO 2,2'-bis(2-Hydroxyethoxy)-6,6'-di(phenanthren-9-yl)-1,1'-binaphthalene